2-methylpiperidine-1,4-dicarboxylic acid CC1N(CCC(C1)C(=O)O)C(=O)O